N'-[(1-methylethylene)bis[(p-phenylene)oxy(p-phenylene)]]bismaleimide CC(CC1=CC=C(C=C1)OC1=CC=C(C=C1)C=1C(=O)NC(C1)=O)C1=CC=C(C=C1)OC1=CC=C(C=C1)C=1C(=O)NC(C1)=O